2-[(2-fluorobenzoyl)amino]-4-[2-(1-methylcyclopropoxy)ethyl-[4-(5,6,7,8-tetrahydro-1,8-naphthyridin-2-yl)butyl]amino]butanoic acid FC1=C(C(=O)NC(C(=O)O)CCN(CCCCC2=NC=3NCCCC3C=C2)CCOC2(CC2)C)C=CC=C1